FC(C1=NN=C(S1)N1N=CC2=C(C=C(C=C12)S(=O)(=O)N=C1COC1)N1CCN(CC1)C(=O)N1CCCC1)F 1-(5-(difluoromethyl)-1,3,4-thiadiazol-2-yl)-N-(oxetan-3-ylidene)-4-(4-(pyrrolidine-1-carbonyl)piperazin-1-yl)-1H-indazole-6-sulfonamide